C(#N)C1=C(C=C(O[C@@H]2[C@@](CN(C2)S(=O)(=O)C=2C=CC(=NC2C)C#N)(CO)O)C=C1)F 5-(((3r,4s)-4-(4-cyano-3-fluorophenoxy)-3-hydroxy-3-(hydroxymethyl)pyrrolidin-1-yl)sulfonyl)-6-methyl-pyridine-2-carbonitrile